ethyl 6-bromo-[1,2,4]triazolo[4,3-a]pyridine-3-carboxylate BrC=1C=CC=2N(C1)C(=NN2)C(=O)OCC